(2R)-1-(dimethylamino)propan-2-ol tert-butyl-(4-azidobutoxy)acetate C(C)(C)(C)C(C(=O)O[C@@H](CN(C)C)C)OCCCCN=[N+]=[N-]